3-Ethyl-4-hydroxy-1,5-diisopropyl-pyrazol C(C)C1=NN(C(=C1O)C(C)C)C(C)C